FC1=C2CN(C(C2=CC(=C1C)CC1=CC=C(C=C1)N1N=CC=C1)=O)[C@H]1COCC[C@@H]1O 1,5-anhydro-2,4-dideoxy-2-(4-fluoro-5-methyl-1-oxo-6-(4-(1H-pyrazol-1-yl)benzyl)-1,3-dihydro-2H-isoindol-2-yl)-L-threo-pentitol